(R,S)-4-((3-Bromophenyl)((6-fluoro-8-methyl-4-oxochroman-7-yl)oxy)methyl)benzonitrile BrC=1C=C(C=CC1)[C@@H](C1=CC=C(C#N)C=C1)OC1=C(C=C2C(CCOC2=C1C)=O)F